ClC1=CC2=C(N=C(O2)N[C@@H](C)C2=C(N=CC(=N2)C#N)C2=NC=C(C=C2)C#N)C=C1C(F)(F)F 6-[(1S)-1-[[6-chloro-5-(trifluoromethyl)-1,3-benzoxazol-2-yl]amino]ethyl]-5-(5-cyano-2-pyridyl)pyrazine-2-carbonitrile